6-methyl-2-(pyridin-4-yl)-5,7-dihydro-3-oxa-1-thia-7-aza-acenaphthylen-8(4H)-one CC1=C2CCOC3=C(SC(C(N1)=O)=C32)C3=CC=NC=C3